3-benzyl-4-(difluoromethyl)oxazolidin-2-one C(C1=CC=CC=C1)N1C(OCC1C(F)F)=O